N-(4-((2-amino-3-(3-(piperazin-1-yl)prop-1-yne-1-yl)pyridin-4-yl)oxy)-3-fluorophenyl)-1-(3-fluoropyridin-2-yl)-5-(trifluoromethyl)-1H-pyrazole-4-carboxamide NC1=NC=CC(=C1C#CCN1CCNCC1)OC1=C(C=C(C=C1)NC(=O)C=1C=NN(C1C(F)(F)F)C1=NC=CC=C1F)F